3-(4-(3-(2-(dimethylamino)ethoxy)-4-methoxybenzyloxy)-1-oxoisoindolin-2-yl)piperidine-2,6-dione CN(CCOC=1C=C(COC2=C3CN(C(C3=CC=C2)=O)C2C(NC(CC2)=O)=O)C=CC1OC)C